methyl 4-hydroxy-3-methylpiperidine-4-carboxylate OC1(C(CNCC1)C)C(=O)OC